dipropyl-aluminum t-butoxide CC(C)(C)[O-].C(CC)[Al+]CCC